C(C)(C)(C)C1=CC=CO1 5-(tert-butyl)furan